C(C)[SiH](N[SiH](CC)CC)CC 1,1,3,3-tetraethyldisilazane